FC1(CCN(CC1)C(=O)C=1C=CC(=NC1)C=1C(=C(C2=C(C=C(O2)CNC(OC(C)(C)C)=O)C1)F)F)F tert-butyl (5-(5-(4,4-difluoropiperidine-1-carbonyl)pyridin-2-yl)-6,7-difluorobenzofuran-2-yl)methylcarbamate